NCC(=S)O thioglycine